butoxy nicotinate C(C1=CN=CC=C1)(=O)OOCCCC